ClC=1C=CC(=C(C1)C1=CC(N(C=C1OC)C(C(=O)NC1=CC=C(C(=O)O)C=C1)CCOC)=O)C1=CC(=NO1)C 4-[(2-{4-[5-chloro-2-(3-methyl-1,2-oxazol-5-yl)phenyl]-5-methoxy-2-oxopyridin-1(2H)-yl}-4-methoxybutyryl)amino]benzoic acid